6-chloro-3-(((R)-1-(2-((R*)-3-(1-(difluoromethyl)-1H-pyrazol-5-yl)piperidin-1-yl)-3,6-dimethyl-4-oxo-3,4-dihydroquinazolin-8-yl)ethyl)amino)-N-(methylsulfonyl)picolinamide ClC1=CC=C(C(=N1)C(=O)NS(=O)(=O)C)N[C@H](C)C=1C=C(C=C2C(N(C(=NC12)N1C[C@@H](CCC1)C1=CC=NN1C(F)F)C)=O)C |o1:29|